N-(2-(6-(cyclopropanecarboxamido)-1-(methylamino)-2,7-naphthyridin-4-yl)benzo[d]oxazol-5-yl)cyclopropanecarboxamide C1(CC1)C(=O)NC=1C=C2C(=CN=C(C2=CN1)NC)C=1OC2=C(N1)C=C(C=C2)NC(=O)C2CC2